Methyl (2-(3-((2-(difluoromethoxy)-6-methylpyridin-3-yl)carbamoyl)-3-(2-isopropylphenyl)azetidin-1-yl)-2-oxoethyl)glycinat FC(OC1=NC(=CC=C1NC(=O)C1(CN(C1)C(CNCC(=O)OC)=O)C1=C(C=CC=C1)C(C)C)C)F